C(C(O)CO)(=O)OCC.C(C(O)CO)(=O)OCC.C(C(O)CO)(=O)OCC triethyl Triglycerate